C(C)(C)(C)OC(=O)N1C[C@H]([C@H](CC1)F)OC=1C2=C(N=C(N1)Cl)N(C=C2)COCC[Si](C)(C)C (3R,4S)-3-((2-chloro-7-((2-(trimethylsilyl)ethoxy)methyl)-7H-pyrrolo[2,3-d]pyrimidin-4-yl)oxy)-4-fluoropiperidine-1-carboxylic acid tert-butyl ester